FC=1C=C(C=C(C1)C(F)(F)F)CCC(=O)O 3-(3-fluoro-5-(trifluoromethyl)phenyl)propanoic acid